[Cl-].[Cl-].CC1=C(C(=C(C1(C)[Zr+2]C1C(=CC2=C(C=CC(=C12)C)C)C)C)C)C (pentamethylcyclopentadienyl)(2,4,7-trimethylindenyl)zirconium dichloride